(6-fluoro-2-((1s,3s)-3-(hydroxymethyl)cyclobutyl)-2H-indazol-5-yl)-6-(trifluoromethyl)Pyridinecarboxamide FC=1C(=CC2=CN(N=C2C1)C1CC(C1)CO)C=1C(=NC(=CC1)C(F)(F)F)C(=O)N